2-Chloro-6-(cyclopropyl(methyl)amino)-N,N-dimethylisonicotinamide ClC=1C=C(C(=O)N(C)C)C=C(N1)N(C)C1CC1